ClC=1C=C(C#N)C=CC1CN1CCCC1 3-chloro-4-(pyrrolidin-1-ylmethyl)benzonitrile